ClC=1C=C(C=CC1)C=1C(NC(N([C@H]2C[C@H](O)[C@@H](CO)O2)C1)=O)=O 2'-deoxy-5-(3-chlorophenyl)uridine